N-(5-nitropyridin-2-yl)isoxazole-3-carboxamide [N+](=O)([O-])C=1C=CC(=NC1)NC(=O)C1=NOC=C1